C(CCC)OC(C)C1=CC=C(C=C1)CC(C)C 1-(1-butoxyethyl)-4-isobutylbenzene